phenyl (4-fluorobenzyl)(1-methylpiperidin-4-yl)carbamate FC1=CC=C(CN(C(OC2=CC=CC=C2)=O)C2CCN(CC2)C)C=C1